2-benzimidazolyl-5,6,7,8-tetrahydroquinolin-8-one N1=C(NC2=C1C=CC=C2)C2=NC=1C(CCCC1C=C2)=O